C(C)(C)(C)OC(=O)N[C@H](CN1C(=C(C=C1)C(=O)OCC)C)C ethyl (S)-1-(2-((tert-butoxycarbonyl) amino) propyl)-2-methyl-1H-pyrrole-3-carboxylate